CC1=C2N(C=3C=CC=CC13)C(C=C2C=2C=C(C=CC2)C)(O)C(F)(F)F 9-Methyl-1-(m-tolyl)-3-(trifluoromethyl)-3H-pyrrolo[1,2-a]indol-3-ol